tertbutyl 3-(2-isopropylphenyl)morpholine-4-carboxylate C(C)(C)C1=C(C=CC=C1)C1N(CCOC1)C(=O)OC(C)(C)C